N-((1r,4r)-4-(3-chloro-4-cyanophenoxy)cyclohexyl)-6-(3-((2-(2,6-dioxopiperidin-3-yl)-7-fluoro-1-oxoisoindolin-5-yl)methyl)-3,8-diazabicyclo[3.2.1]octan-8-yl)pyridazine-3-carboxamide ClC=1C=C(OC2CCC(CC2)NC(=O)C=2N=NC(=CC2)N2C3CN(CC2CC3)CC=3C=C2CN(C(C2=C(C3)F)=O)C3C(NC(CC3)=O)=O)C=CC1C#N